2-methoxyestradiol COC1C=C2C(=CC=1O)CC[C@@H]1[C@@H]2CC[C@]2(C)[C@@H](O)CC[C@@H]12